Cl.FC(C=1N=CC(=NC1)C1=NOC(=N1)C12CCC(CC1)(CC2)CN)(F)F 1-(4-{3-[5-(trifluoromethyl)pyrazin-2-yl]-1,2,4-oxadiazol-5-yl}bicyclo[2.2.2]octan-1-yl)methanamine, hydrochloride salt